(2R)-2-amino-N-[(1R)-1-(2-fluoro-5-methoxyphenyl)ethyl]-3-hydroxypropanamide N[C@@H](C(=O)N[C@H](C)C1=C(C=CC(=C1)OC)F)CO